diethyl (4-(5-methoxy-4-oxo-3,4-dihydropyrido[3,4-d]pyridazin-7-yl)phenethyl)phosphonate COC1=NC(=CC2=C1C(NN=C2)=O)C2=CC=C(CCP(OCC)(OCC)=O)C=C2